BrC=1C=C2C(=NN(C2=CC1)C)C1C(N(C(CC1)=O)COCC[Si](C)(C)C)=O 3-(5-Bromo-1-methyl-1H-indazol-3-yl)-1-((2-(trimethylsilyl)ethoxy)methyl)piperidine-2,6-dione